CO[C@@H]1[C@H]([C@H]2OC(OC[C@H]2O[C@H]1SC)(C)C)N1N=NC(=C1)C1=CC(=C(C(=C1)F)F)F ((4aR,6S,7R,8S,8aR)-7-methoxy-2,2-dimethyl-6-(methylthio)hexahydropyrano[3,2-d][1,3]dioxin-8-yl)-4-(3,4,5-trifluorophenyl)-1H-1,2,3-triazole